(Z)-3-amino-3-(pyridin-3-yl)acrylic acid methyl ester COC(\C=C(\C=1C=NC=CC1)/N)=O